(3-amino-2,6-difluorophenyl)-[5-bromo-1-(oxan-2-yl)pyrazolo[3,4-b]pyridin-3-yl]methanone NC=1C(=C(C(=CC1)F)C(=O)C1=NN(C2=NC=C(C=C21)Br)C2OCCCC2)F